4-(2-((4-((S)-2-(4-chloro-2-fluorophenyl)-2-methylbenzo[d][1,3]dioxol-4-yl)piperidin-1-yl)methyl)-4-methyl-1-(((S)-oxetan-2-yl)methyl)-1H-imidazol-5-yl)oxazole ClC1=CC(=C(C=C1)[C@@]1(OC2=C(O1)C=CC=C2C2CCN(CC2)CC=2N(C(=C(N2)C)C=2N=COC2)C[C@H]2OCC2)C)F